2-(1-methyl-1H-pyrazol-4-yl)morpholine tert-Butyl-3-[(1R)-4-[2-[(2R)-2-(hydroxymethyl)azetidin-1-yl]-6-(trifluoromethyl)pyrimidin-4-yl]pyrazol-1-yl]pyrrolidine-1-carboxylate C(C)(C)(C)OC(=O)N1CC(CC1)N1N=CC(=C1)C1=NC(=NC(=C1)C(F)(F)F)N1[C@H](CC1)CO.CN1N=CC(=C1)C1CNCCO1